ClC1=C(C(=NC=C1)C(=O)O)N[C@H](C)C1=CC(=CC2=C1N=C(C1=CN=C(C=C21)OC)CC)C chloro-3-{[(1R)-1-{5-ethyl-2-methoxy-9-methylbenzo[c]2,7-naphthyridin-7-yl}ethyl]amino}pyridine-2-carboxylic acid